1-(4-methoxycyclohexanecarbonyl)-3-[3-methyl-4-(1,3-thiazol-2-yloxy)phenyl]urea COC1CCC(CC1)C(=O)NC(=O)NC1=CC(=C(C=C1)OC=1SC=CN1)C